5-(5-methyl-2-(3-(pyrrolidine-1-carbonyl)phenylamino)pyrimidin-4-ylamino)benzo[d]oxazol-2(3H)-one CC=1C(=NC(=NC1)NC1=CC(=CC=C1)C(=O)N1CCCC1)NC=1C=CC2=C(NC(O2)=O)C1